O=C1NC(CCC1N1C(C2=CC=C(C=C2C1)C(=O)N)=O)=O (2,6-dioxopiperidin-3-yl)-1-oxoisoindoline-5-carboxamide